S(O)(O)(=O)=O.C(CCC)N1CN(C=C1)C L-1-butyl-3-methylimidazole bisulfate